(R)-4-(2-hydroxy-3-(1H-pyrazol-1-yl)propoxy)benzoic acid O[C@@H](COC1=CC=C(C(=O)O)C=C1)CN1N=CC=C1